isoxazole cycloheptadecane-7-carboxylate C1CCCCCC(CCCCCCCCCC1)C(=O)O.O1N=CC=C1